C(C)(C)(C)OC(=O)N1N=C(C=C1)COC1=C(C(=O)O)C(=CC(=C1)OS(=O)(=O)C1=CC=C(C)C=C1)OS(=O)(=O)C1=CC=C(C)C=C1 2-((1-(tert-butoxycarbonyl)-1H-pyrazol-3-yl)methoxy)-4,6-bis(tosyloxy)benzoic acid